FC1=CC=C(C=C1)C#CC=1C=C(C(=O)NCCCC=2C=NNC2)C=CC1C1=CC=NC=C1 3-[2-(4-fluorophenyl)ethynyl]-N-[3-(1H-pyrazol-4-yl)propyl]-4-pyridin-4-ylbenzamide